1-(3-(trifluoromethoxy)phenoxy)cyclopropane-1-carboxylic acid FC(OC=1C=C(OC2(CC2)C(=O)O)C=CC1)(F)F